FC=1C=C2CCN(CC2=CC1N)C 6-fluoro-2-methyl-1,2,3,4-tetrahydroisoquinolin-7-amine